ClC1=CC=C(C=C1)N1C(=NN=C1CN1N=NC=C1)[C@@H]1CC[C@H](CC1)OC1=NC=CC=C1 trans-2-[4-[4-(4-chlorophenyl)-5-(triazol-1-ylmethyl)-1,2,4-triazol-3-yl]cyclohexyl]oxy-pyridine